hydrogen aspartate N[C@@H](CC(=O)[O-])C(=O)O